6-methoxy-2-[[(4-methoxy-3,5-dimethyl-2-pyridinyl)methyl]sulfinyl]-1H-benzimidazole COC=1C=CC2=C(NC(=N2)S(=O)CC2=NC=C(C(=C2C)OC)C)C1